C(C=C)(=O)NC=1C=C(C=CC1)NC1=NC(=NC=2N1N=CC2C(C)C)NC[C@@H]2[C@H](CNCC2)O (3R,4R)-4-(((4-((3-Acrylamidophenyl)amino)-8-isopropylpyrazolo[1,5-a][1,3,5]triazin-2-yl)amino)methyl)-3-hydroxypiperidine